COC(=O)C1=CC=NC2=CC=C(C=C12)OCC(C)(F)F 6-(2,2-difluoropropoxy)quinoline-4-carboxylic acid methyl ester